NC(C(=O)O)CC(=O)C1=C(C=CC=C1)N(C)C 2-amino-4-(2-(dimethylamino)phenyl)-4-oxobutanoic acid